N-[(3-aminoquinoxalin-6-yl)methyl]-N-(4,4-difluoro-1,1-dioxo-3,4-dihydro-2H-1λ6-benzothiopyran-8-yl)pyridine-3-carboxamide NC=1C=NC2=CC=C(C=C2N1)CN(C(=O)C=1C=NC=CC1)C1=CC=CC=2C(CCS(C21)(=O)=O)(F)F